OC1=CC(=C(C(=O)OC)C=C1OC[C@H]1N(CC1)C)C Methyl (s)-4-hydroxy-2-methyl-5-((1-methylazetidin-2-yl)methoxy)benzoate